5-{4-[4-(3,5-dimethylpyridin-2-yl)piperazine-1-carbonyl]-2-methylphenyl}-5-isopropylimidazolidine-2,4-dione CC=1C(=NC=C(C1)C)N1CCN(CC1)C(=O)C1=CC(=C(C=C1)C1(C(NC(N1)=O)=O)C(C)C)C